tert-butylhydroxystyrene C(C)(C)(C)C(=CC1=CC=CC=C1)O